[Na+].O1CCN(CC1)CCS(=O)(=O)[O-] 2-morpholinoethanesulfonic acid, sodium salt